C(CCCCCCCCCCC)(=O)[O-].C(CCCCCCCCCCC)(=O)[O-].C(CCCCCCC)[Sn+2]CCCCCCCC di-n-octyltin dilaurate